SC1CC2CCC(C1)N2C(=O)OC(C)(C)C tert-butyl (exo)-3-sulfanyl-8-azabicyclo[3.2.1]octane-8-carboxylate